BrC1=CC(=C(OCC(=O)O)C=C1F)C(=O)C1CCC1 2-(4-bromo-2-(cyclobutanecarbonyl)-5-fluorophenoxy)acetic acid